5-(1-methyl-1H-pyrazol-4-yl)-3-(1,2,3,6-tetrahydropyridin-4-yl)-thieno[3,2-b]pyridine CN1N=CC(=C1)C1=CC=C2C(=N1)C(=CS2)C=2CCNCC2